C(C)(C)NC(CC1CC(C1)C1=CC(=NN1)NC(=O)C1=CC(=NN1C)COC)=O N-(5-((1s,3s)-3-(2-(isopropyl-amino)-2-oxoethyl)cyclobutyl)-1H-pyrazol-3-yl)-3-(methoxymethyl)-1-methyl-1H-pyrazole-5-carboxamide